O1[C@H](CCCC1)OC1(CCCC1)N1C(N2C(C=CC=C2)=C1)C(=O)N (1s,2s)-2-((tetrahydro-2H-pyran-2-yloxy)cyclopentyl)imidazo[1,5-a]pyridine-3-carboxamide